diethyl (4-(1-chloroethyl)benzyl)phosphonate ClC(C)C1=CC=C(CP(OCC)(OCC)=O)C=C1